bromo-dioxin BrC=1OC=COC1